FC(C=1C=C(C=CC1)C1=CN=C2N1N=C(C=C2)NCC2CC1(C2)CN(CC1)C(=O)OC(C)(C)C)(F)F Tert-butyl 2-[[[3-[3-(trifluoromethyl)phenyl]imidazo[1,2-b]pyridazin-6-yl]amino] methyl]-6-azaspiro[3.4]octane-6-carboxylate